(S)-2-((6-bromopyridin-3-yl)methyl)-1-(oxetan-2-ylmethyl)-1H-benzo[d]imidazole-6-carboxylic acid methyl ester COC(=O)C=1C=CC2=C(N(C(=N2)CC=2C=NC(=CC2)Br)C[C@H]2OCC2)C1